N-(1H-indol-3-yl)-3,3-dimethyl-2-oxo-1-((1-(thiophen-3-yl)azetidin-3-yl)methyl)indoline-6-carboxamide N1C=C(C2=CC=CC=C12)NC(=O)C1=CC=C2C(C(N(C2=C1)CC1CN(C1)C1=CSC=C1)=O)(C)C